C(C)(C)(C)N1C(CC(C1=O)CCC[Si](OC)(OC)OC)=O N-(t-butyl)-3-(3-trimethoxysilylpropyl)succinimide